N[C@@H](CCC(=O)O)C(=O)[O-].[Na+] Mononatrium L-Glutamat